N-[(4-{[(4-methylmorpholin-2-yl)methyl]amino}-3-nitrophenyl)sulfonyl]-2-(1H-pyrrolo[2,3-b]pyridin-5-yloxy)benzamide CN1CC(OCC1)CNC1=C(C=C(C=C1)S(=O)(=O)NC(C1=C(C=CC=C1)OC=1C=C2C(=NC1)NC=C2)=O)[N+](=O)[O-]